2-(2H-benzotriazol-2-yl)-4-methyl-6-dodecylphenol N=1N(N=C2C1C=CC=C2)C2=C(C(=CC(=C2)C)CCCCCCCCCCCC)O